N-(6-(1-((1-(4-(2,6-dioxopiperidin-3-yl)phenyl)piperidin-4-yl)methyl)piperidin-4-yl)pyridin-3-yl)-5,5-difluoro-5a-methyl-1,4,4a,5,5a,6-hexahydrocyclopropa[f]indazole-3-carboxamide O=C1NC(CCC1C1=CC=C(C=C1)N1CCC(CC1)CN1CCC(CC1)C1=CC=C(C=N1)NC(=O)C1=NNC=2CC3(C(CC12)C3(F)F)C)=O